N-(6-((4-(4-cyano-6-methylpyrimidin-2-yl)piperazin-1-yl)sulfonyl)pyridazin-3-yl)-4-(methylsulfonyl)morpholine-3-carboxamide C(#N)C1=NC(=NC(=C1)C)N1CCN(CC1)S(=O)(=O)C1=CC=C(N=N1)NC(=O)C1N(CCOC1)S(=O)(=O)C